(2S,3R,4S)-2-((6-((3-chlorobenzyl)amino)-2-(prop-1-yn-1-yl)-9H-purin-9-yl)methyl)tetrahydrothiophene-3,4-diol ClC=1C=C(CNC2=C3N=CN(C3=NC(=N2)C#CC)C[C@@H]2SC[C@H]([C@H]2O)O)C=CC1